monoethylamide C(C)[NH-]